ClC=1C=C(N=NC1)OC 5-chloro-3-methoxypyridazine